COC(=O)C=1C=CC=2C=C3N([C@@H](CNC3=O)C)C2N1 (R)-9-methyl-6-oxo-6,7,8,9-tetrahydropyrido[3',2':4,5]Pyrrolo[1,2-a]Pyrazine-2-carboxylic acid methyl ester